C(/C1=CC=CC=C1)=C/1\C(C2=CC=CC=C2CC1)C(C(=O)C1=CC=CC=C1)(F)F (E)-2-(2-benzylidene-1,2,3,4-tetrahydronaphthalen-1-yl)-2,2-difluoro-1-phenylethanone